(R)-4-((docosyloxy)methyl)-2,2-dimethyl-1,3-dioxolan C(CCCCCCCCCCCCCCCCCCCCC)OC[C@H]1OC(OC1)(C)C